2,2,5,5-tetramethyloxolan-3-ol CC1(OC(CC1O)(C)C)C